OC1=C(C=CC=C1)C=1C=C2C(=NN1)NC[C@@H]1N2CCN(C1)C1CN(C1)C1CCN(CC1)C(=O)OC(C)(C)C tert-butyl (S)-4-(3-(2-(2-hydroxyphenyl)-5,6,6a,7,9,10-hexahydro-8H-pyrazino[1',2':4,5]pyrazino[2,3-c]pyridazin-8-yl)azetidin-1-yl)piperidine-1-carboxylate